C1(CCC1)NC1=NC(=NC=C1C(=O)N)NC1CCC(CC1)OC 4-(cyclobutylamino)-2-((1r,4r)-4-methoxycyclohexylamino)pyrimidine-5-carboxamide